1,8-diiodoanthracene IC1=CC=CC2=CC3=CC=CC(=C3C=C12)I